4-(7-(2,2-difluoroethoxy)imidazo[1,2-a]pyridin-3-yl)-N-((3S,4S)-4-fluoropiperidin-3-yl)pyrimidin-2-amine FC(COC1=CC=2N(C=C1)C(=CN2)C2=NC(=NC=C2)N[C@H]2CNCC[C@@H]2F)F